COC1=C(C2=CC=CC=C2C=C1B(O)O)C1=C(C(=CC2=CC=CC=C12)B(O)O)OC (2,2'-dimethoxy-[1,1'-binaphthyl]-3,3'-diyl)diboronic acid